5-(2-(5-methoxy-1H-indol-3-yl)ethyl)-6-((tetrahydro-2H-pyran-4-yl)methyl)-5,6,7,8-Tetrahydro-[1,3]dioxazolo[4,5-g]isoquinoline COC=1C=C2C(=CNC2=CC1)CCC1N(CCC=2C=C3C(=CC12)ONO3)CC3CCOCC3